1-(6-chloro-5-fluoropyridin-3-yl)piperidin-4-one ClC1=C(C=C(C=N1)N1CCC(CC1)=O)F